2-methoxyethoxy-2-oxo-1,3,2-dioxaphospholane COCCOP1(OCCO1)=O